N1=C(C=CC=C1)CC(=O)NN 2-(Pyridin-2-yl)acetohydrazide